heptanoic acid, 2-propyl ester C(CCCCCC)(=O)OC(C)C